2-(2,2-difluoro-1-methyl-ethoxy)-6-[6-[(6-methylpyridazin-3-yl)amino]benzimidazol-1-yl]pyridine-3-carboxamide FC(C(OC1=NC(=CC=C1C(=O)N)N1C=NC2=C1C=C(C=C2)NC=2N=NC(=CC2)C)C)F